(R)-5-(1,2-dithiolane-3-yl)pentanoic acid S1S[C@@H](CC1)CCCCC(=O)O